C(C)C(C(=O)N)C=C ethyl-vinyl-acetamide